C(CCC)OC(C1CCN(CC1)C=1C=C2CN(C(C2=CC1)=O)[C@H]1C(NC(CC1)=O)=O)OCCCC (3R)-3-{5-[4-(dibutoxymethyl)piperidin-1-yl]-1-oxo-1,3-dihydro-2H-isoindol-2-yl}piperidine-2,6-dione